C[C@@H]1O[C@@H](CN(C1)C1=NC=C(C(=C1)NC(C1=NC(=CC=C1)C=1C=NN(C1)CC1(CC1)C(F)(F)F)=O)C)C N-(2-((2S,6R)-2,6-dimethylmorpholino)-5-methylpyridin-4-yl)-6-(1-((1-(trifluoromethyl)cyclopropyl)methyl)-1H-pyrazol-4-yl)picolinamide